O1[SiH2]O[SiH2]O[SiH2]O[SiH2]O[SiH2]O[SiH2]1 cyclohexa-siloxane